5,5'-dimethyl-6,6'-diaminobiphenyl CC=1C=CC=C(C1N)C1=CC=CC(=C1N)C